C(C1=CC=CC=C1)(=O)[C-](S(=O)(=O)C(F)(F)F)[I+]C1=CC=CC=C1 benzoyl-(phenyliodonio)(trifluoromethanesulfonyl)methanide